NCCCC\N=C(\C)/O (1Z)-N-(4-Aminobutyl)ethanimidic acid